ClC1=C(OCC(CN(C)CC2=CC(=C(C=C2)OCCN2CCC(CC2)C)OC)O)C=CC=C1Cl 1-(2,3-dichlorophenoxy)-3-((3-methoxy-4-(2-(4-methylpiperidin-1-yl)ethoxy)benzyl)(methyl)amino)propan-2-ol